Diisopentyl 9,9'-((3-((2-(4-(2-((4-(bis(2-hydroxy-6-oxo-6-(pentan-3-yloxy)hexyl)amino)-butanoyl)oxy)ethyl)piperazin-1-yl)ethyl)disulfaneyl)propyl)azanediyl)bis(8-hydroxynonanoate) OC(CN(CCCC(=O)OCCN1CCN(CC1)CCSSCCCN(CC(CCCCCCC(=O)OCCC(C)C)O)CC(CCCCCCC(=O)OCCC(C)C)O)CC(CCCC(=O)OC(CC)CC)O)CCCC(OC(CC)CC)=O